2-{3-azabicyclo[3.1.0]hex-3-yl}-4-methylpyrimidine-5-carboxylic acid ethyl ester C(C)OC(=O)C=1C(=NC(=NC1)N1CC2CC2C1)C